4,4'-(propane-1,3-diyl)bis(morpholine-2,6-dione) C(CCN1CC(OC(C1)=O)=O)N1CC(OC(C1)=O)=O